F[C@H]1CN(CC1)C1=CC=C(C=N1)C=1SC2=C(N1)C=CC(=C2)N2CC[NH2+]CC2 2-[6-[(3R)-3-fluoropyrrolidin-1-yl]-3-pyridyl]-6-piperazin-4-ium-1-yl-1,3-benzothiazole